1,1-dimethylethyl 2-oxo-4-phenyl-imidazolidinecarboxylate O=C1N(CC(N1)C1=CC=CC=C1)C(=O)OC(C)(C)C